N-aminoethyl-N'-hydroxyethyl-ethylenediamine NCCNCCNCCO